N-(2-(4,4-difluorocyclohexyl)-4-(pyrimidin-2-yl)pyridin-3-yl)-2-isopropylpyrimidine-5-carboxamide FC1(CCC(CC1)C1=NC=CC(=C1NC(=O)C=1C=NC(=NC1)C(C)C)C1=NC=CC=N1)F